NC=1C=C(C=NC1OC)C1CN(CCC1(F)F)C(=O)OC(C)(C)C tert-butyl 3-(5-amino-6-methoxypyridin-3-yl)-4,4-difluoropiperidine-1-carboxylate